4-(2-(2-chloro-4-((5-cyclopropyl-3-(2,6-dichlorophenyl)isoxazol-4-yl)methoxy)phenyl)cyclopropyl)-2,6-dimethylbenzoic acid ClC1=C(C=CC(=C1)OCC=1C(=NOC1C1CC1)C1=C(C=CC=C1Cl)Cl)C1C(C1)C1=CC(=C(C(=O)O)C(=C1)C)C